FC1=C(C=CC=C1)C1=NN2C(O[C@@H](CC2)C)=C1C(=O)OCC Ethyl (5R)-2-(2-fluorophenyl)-5-methyl-6,7-dihydro-5H-pyrazolo[5,1-b][1,3]oxazine-3-carboxylate